1-((9H-fluoren-9-yl)methyl) 4-(tert-butyl) (R)-2-(hydroxymethyl)piperazine-1,4-dicarboxylate OC[C@@H]1N(CCN(C1)C(=O)OC(C)(C)C)C(=O)OCC1C2=CC=CC=C2C=2C=CC=CC12